C(C)(C)(C)OC(=O)N1C(CC1)C1=NC(=NC(=C1)NC1=CC=C(C=C1)Cl)N1CCOCC1 Tert-butyl-2-(6-((4-chlorophenyl)amino)-2-morpholinopyrimidin-4-yl)azetidine-1-carboxylate